2,2-Difluoro-3-((1S,3R)-1-(2-((1-(3-fluoropropyl)azetidin-3-yl)methyl)thiazol-5-yl)-3-methyl-1,3,4,9-tetrahydro-2H-pyrido[3,4-b]indol-2-yl)propan-1-ol FC(CO)(CN1[C@@H](C=2NC3=CC=CC=C3C2C[C@H]1C)C1=CN=C(S1)CC1CN(C1)CCCF)F